C1(=CC=CC=C1)S(=O)(=O)O.C(C)(=O)N acetamide, monobenzenesulfonate salt